6-(4-(5-((7-(3-cyanocyclobutoxy)-4-oxo-3,4-dihydrophthalazin-1-yl)methyl)-2-fluorobenzoyl)piperazin-1-yl)nicotinonitrile C(#N)C1CC(C1)OC1=CC=C2C(NN=C(C2=C1)CC=1C=CC(=C(C(=O)N2CCN(CC2)C2=NC=C(C#N)C=C2)C1)F)=O